1-oxa-8-azaspiro[4.5]dec-2-ene-8-carboxylate O1C=CCC12CCN(CC2)C(=O)[O-]